6-hydroxy-2-thioxo-2,3-dihydropyrimidin-4(1H)-one OC1=CC(NC(N1)=S)=O